N-isopropylacrylamide C(C)(C)NC(C=C)=O